benzyl-4-((2-(methoxycarbonyl)-1H-pyrrol-1-yl)methyl)piperidine C(C1=CC=CC=C1)N1CCC(CC1)CN1C(=CC=C1)C(=O)OC